CC1=CC=NC=N1 6-methylpyrimidin